(±)-N-(4-acrylamido-3-chlorophenyl)-1-fluoro-6,7,8,9-tetrahydro-5H-5,8-epiminocyclohepta[c]pyridine-10-carboxamide C(C=C)(=O)NC1=C(C=C(C=C1)NC(=O)N1C2CCC1CC=1C(=NC=CC12)F)Cl